(3R)-3-{[7-bromo-2-(1-ethyl-1H-pyrazol-4-yl)[1,2,4]triazolo[1,5-c]quinazolin-5-yl]amino}azepin-2-one BrC1=CC=CC=2C=3N(C(=NC12)NC=1C(N=CC=CC1)=O)N=C(N3)C=3C=NN(C3)CC